(R)-N-(2-hydroxy-1-(4-hydroxyphenyl)ethyl)-4-methoxy-2-(4-(trifluoromethyl)phenyl)quinoline-7-carboxamide OC[C@@H](C1=CC=C(C=C1)O)NC(=O)C1=CC=C2C(=CC(=NC2=C1)C1=CC=C(C=C1)C(F)(F)F)OC